3-[[3-Fluoro-2-(methylsulfamoylamino)pyridin-4-yl]methyl]-4-methyl-7-pyrimidin-2-yloxybenzopyran-2-one FC=1C(=NC=CC1CC=1C(OC2=C(C1C)C=CC(=C2)OC2=NC=CC=N2)=O)NS(NC)(=O)=O